FC1=CC=C(C=C1)C([C@H]1[C@@H]2N(C(C=3N1N=CC(C3O)=O)=O)CCC2)C2=CC=C(C=C2)F (9aR,10S)-10-(bis(4-fluorophenyl)methyl)-4-hydroxy-8,9,9a,10-tetrahydro-3H-pyrrolo[1',2':4,5]pyrazino[1,2-b]pyridazine-3,5(7H)-dione